CC1=CC=C(C(=O)O[C@@H]2[C@](O[C@H](C2)N2C3=NC(=NC(=C3N=C2)N(C(=O)OC(C)C)C(=O)OC(C)C)F)(COC(C2=CC=C(C=C2)C)=O)C#C)C=C1 (2R,3S,5R)-5-(6-(bis(isopropoxycarbonyl)amino)-2-fluoro-9H-purin-9-yl)-2-ethynyl-2-(((4-methylbenzoyl)oxy)methyl)tetrahydrofuran-3-yl 4-methylbenzoate